FC1=CC=CC=2C=3N(C(=NC12)N)C=C(N3)CN3N=NC(=C3)C3=CC=C(C=C3)C=3C=NC=CC3 7-fluoro-2-((4-(4-(pyridin-3-yl)phenyl)-1H-1,2,3-triazol-1-yl)methyl)imidazo[1,2-c]quinazolin-5-amine